C(=O)C=1C=C(/C=C/C=2C(CC(CC2)(C)C)=C(C#N)C#N)C=CC1O (E)-2-(3-formyl-4-hydroxystyryl)-5,5-dimethylcyclohex-2-en-1-ylidenemalononitrile